C(#N)C1=CC=2N(C([C@H]3N(C2N=C1)CCN(C3)C(=O)OCCCC)=O)C butyl (S)-3-cyano-5-methyl-6-oxo-5,6,6a,7,9,10-hexahydro-8H-pyrazino[1,2-a]pyrido[3,2-e]pyrazin-8-carboxylate